C(C)(C)(C)OC(=O)N1CC=2N(CC1)C(=C(N2)C=O)F 3-fluoro-2-formyl-5,6-dihydroimidazo[1,2-a]pyrazine-7(8H)-carboxylic acid tert-butyl ester